(S)-2-(3-((2-(cyclopropylamino)-5-fluoropyrimidin-4-yl)oxy)pyrrolidin-1-yl)-N-(3-(2-((1,5-dimethyl-1H-pyrazol-3-yl)amino)-5-methylpyrimidin-4-yl)-1H-indol-7-yl)acetamide C1(CC1)NC1=NC=C(C(=N1)O[C@@H]1CN(CC1)CC(=O)NC=1C=CC=C2C(=CNC12)C1=NC(=NC=C1C)NC1=NN(C(=C1)C)C)F